F[C@@H](C(=O)NC1=CC=C(C=C1)NCC1=CC=C(C=C1)O)[C@@H](CCCCC)F (2S,3R)-2,3-Difluoro-N-(4-((4-hydroxybenzyl)amino)phenyl)octanamid